C(C1=CC=CC=C1)OC1=NC(=CC=C1NC1=NC=C(C=C1N)Br)OCC1=CC=CC=C1 N2-(2,6-bis(benzyloxy)pyridin-3-yl)-5-bromopyridine-2,3-diamine